B([O-])([O-])[O-].C(CC(=O)OF)(=O)OF.[Li+].[Li+].[Li+] lithium difluoro (malonate) borate